C(C)(C)(C)OC(=O)N1CCC(CC1)CN1CCC(CC1)C1=C(C=C(C=C1)N[C@H]1C(NC(CC1)=O)=O)F |r| (±)-4-((4-(4-((2,6-Dioxopiperidin-3-yl)amino)-2-fluorophenyl)piperidin-1-yl)methyl)piperidine-1-carboxylic acid tert-butyl ester